2-(3-fluoro-2-hydroxy-propyl)isoindoline-1,3-dione FCC(CN1C(C2=CC=CC=C2C1=O)=O)O